(2R,3R,4S,5R)-2-(4-amino-2-oxopyrimidin-1(2H)-yl)-3,4-dihydroxy-5-(hydroxymethyl)-tetrahydrofuran-2-carbonitrile NC1=NC(N(C=C1)[C@@]1(O[C@@H]([C@H]([C@H]1O)O)CO)C#N)=O